CN(CCO)CC(F)(F)F 2-[methyl(2,2,2-trifluoroethyl)amino]ethan-1-ol